C(C)(C)C1=C(NC2=CC=C(C=C12)C(C(=O)N1CC2(CNC2)CCC1)(C)C)C1=CC(=NC=C1)C 2-(3-isopropyl-2-(2-methylpyridin-4-yl)-1H-indol-5-yl)-2-methyl-1-(2,6-diazaspiro[3.5]nonan-6-yl)propan-1-one